(S)-6-((tetrahydrofuran-3-yl)oxy)-3-pyridinecarboxaldehyde O1C[C@H](CC1)OC1=CC=C(C=N1)C=O